ethyl 8-bromo-2-hydroxy-2,4-dimethylchroman-3-carboxylate BrC=1C=CC=C2C(C(C(OC12)(C)O)C(=O)OCC)C